monoeicosyl maleate C(\C=C/C(=O)[O-])(=O)OCCCCCCCCCCCCCCCCCCCC